tris(isooctyloxy) phosphate P(=O)(OOCCCCCC(C)C)(OOCCCCCC(C)C)OOCCCCCC(C)C